C(C)N(C(C1=C(C=CC(=C1)F)OC1=C(N=CN=N1)N1CC2(CN(C2)C(C(C)C)C[C@@H](CN(C)CC)O)CC1)=O)C(C)C N-ethyl-2-((5-(2-((5S)-6-(ethyl-(methyl)amino)-5-hydroxy-2-methylhexan-3-yl)-2,6-diazaspiro[3.4]octan-6-yl)-1,2,4-triazin-6-yl)oxy)-5-fluoro-N-isopropylbenzamide